C(CCCCCCCC)(=O)O.C=CC1=CC=CC=C1 styrene n-nonanoate